CC1(CC2CC2CC1)C(=O)O 3-methylbicyclo[4.1.0]heptane-3-carboxylic acid